N-[9-[4-[6-[2-[(6-cyano-4-quinolyl)amino]ethyl]naphthalene-2-carbonyl]piperazin-1-yl]-9-oxo-nonyl]-3-[2-[[2-(2,6-dioxo-3-piperidyl)-1,3-dioxo-isoindolin-4-yl]amino]ethoxy]propanamide C(#N)C=1C=C2C(=CC=NC2=CC1)NCCC=1C=C2C=CC(=CC2=CC1)C(=O)N1CCN(CC1)C(CCCCCCCCNC(CCOCCNC1=C2C(N(C(C2=CC=C1)=O)C1C(NC(CC1)=O)=O)=O)=O)=O